2-FORMYL-5-METHOXY-BENZOIC ACID C(=O)C1=C(C(=O)O)C=C(C=C1)OC